benzyl (R)-4-(2-(1-(1-methyl-5-((2-(1-methylpyrrolidin-2-yl)imidazo[1,2-a]pyrazin-6-yl)carbamoyl)-1H-indazol-3-yl)piperidin-4-yl)ethyl)piperazine-1-carboxylate CN1N=C(C2=CC(=CC=C12)C(NC=1N=CC=2N(C1)C=C(N2)[C@@H]2N(CCC2)C)=O)N2CCC(CC2)CCN2CCN(CC2)C(=O)OCC2=CC=CC=C2